tri(dimethylphenyl)phosphorus CC=1C(=C(C=CC1)P(C1=C(C(=CC=C1)C)C)C1=C(C(=CC=C1)C)C)C